2-acrylamido-2-aminopropionic acid C(C=C)(=O)NC(C(=O)O)(C)N